OC1CC2CCC(C1)N2C(=O)NC2=CC(=C(C=C2)OC)N2C(CCC2)=O 3-hydroxy-N-[4-methoxy-3-(2-oxo-1-pyrrolidinyl)phenyl]-8-azabicyclo[3.2.1]octane-8-carboxamide